(S)-4-(5-bromo-7-(3,5-difluorophenyl)-7H-pyrrolo[2,3-d]pyrimidin-4-yl)-3-methylpiperazine-1-carboxylic acid tert-butyl ester C(C)(C)(C)OC(=O)N1C[C@@H](N(CC1)C=1C2=C(N=CN1)N(C=C2Br)C2=CC(=CC(=C2)F)F)C